1,3-bis-(phenylthio)-2-propyl acrylate C(C=C)(=O)OC(CSC1=CC=CC=C1)CSC1=CC=CC=C1